1-phenoxycyclobutanecarboxylic acid O(C1=CC=CC=C1)C1(CCC1)C(=O)O